FC(C1=NN(C=C1NC(=O)C=1C=NN2C1N=C(C=C2)N2C[C@H](O[C@H](C2)C)C)C2CCC(CC2)C(=O)OCC)F ethyl 4-[3-(difluoromethyl)-4-[[5-[(2R,6S)-2,6-dimethylmorpholin-4-yl]pyrazolo[1,5-a]pyrimidine-3-carbonyl] amino]pyrazol-1-yl]cyclohexanecarboxylate